2-(5-Chloro-1-ethyl-3-(isoxazol-3-yl)-1H-pyrazol-4-yl)-N-(2-(3,3-dimethylbutyl)-1,2,3,4-tetrahydroisoquinolin-6-yl)acetamide ClC1=C(C(=NN1CC)C1=NOC=C1)CC(=O)NC=1C=C2CCN(CC2=CC1)CCC(C)(C)C